C1(CCCCC1)C(C(=O)NC1CCCCC1)N1C(=NC2=C1C=CC=C2)C=2C=NOC2C 2,N-dicyclohexyl-2-[2-(5-methyl-isoxazol-4-yl)-benzimidazol-1-yl]-acetamide